N1(CCCCCC1)CCCNC(=O)C1CCN(CC1)C1=NN=C(C=2C1=NN(C2C)C2=CC=CC=C2)C N-(3-(azepan-1-yl)propyl)-1-(3,4-dimethyl-2-phenyl-2H-pyrazolo[3,4-d]pyridazin-7-yl)piperidine-4-carboxamide